7-(3-chloropropyl)-1H-indazole ClCCCC=1C=CC=C2C=NNC12